morpholinyl-aniline N6-methyladenosine-5'-triphosphate P(O)(=O)(OP(=O)(O)OP(=O)(O)O)OC[C@@H]1[C@H]([C@H]([C@@H](O1)N1C=NC=2C(NC)=NC=NC12)O)O.N1(CCOCC1)NC1=CC=CC=C1